C(=O)(O)C1C(NC(C1)(C)C)(C)C 3-carboxy-2,2,5,5-tetramethylpyrrolidine